5-(4-chloro-2-fluoro-phenyl)-7-((2R)-2-(2,6-dimethyl-4-pyridinyl)-4-morpholinyl)-2,3-dimethylpyrido[4,3-d]-pyrimidin-4(3H)-one ClC1=CC(=C(C=C1)C1=NC(=CC=2N=C(N(C(C21)=O)C)C)N2C[C@H](OCC2)C2=CC(=NC(=C2)C)C)F